2-(3-chlorophenyl)-1-phenylethyl (1-((4-(cyclopropylamino)-3,4-dioxo-1-(2-oxopyrrolidin-3-yl)butan-2-yl)amino)-4-methyl-1-oxopentan-2-yl)carbamate C1(CC1)NC(C(C(CC1C(NCC1)=O)NC(C(CC(C)C)NC(OC(CC1=CC(=CC=C1)Cl)C1=CC=CC=C1)=O)=O)=O)=O